CC1(OB(OC1(C)C)C=1C=C(C=CC1)N1C[C@H](CCC1)O)C (S)-1-(3-(4,4,5,5-tetramethyl-1,3,2-dioxaborolan-2-yl)phenyl)piperidin-3-ol